Indol-6(1H)-one N1CC=C2C=CC(C=C12)=O